9-hydroxy-8-heptadecene OC(=CCCCCCCC)CCCCCCCC